N-[2-(4-{[(3S,4S)-1-[2-(3-chloro-5-cyanophenyl)ethyl]-4-methylpyrrolidin-3-yl]methoxy}benzenesulfonyl)ethyl]-N-methylacetamide ClC=1C=C(C=C(C1)C#N)CCN1C[C@H]([C@@H](C1)C)COC1=CC=C(C=C1)S(=O)(=O)CCN(C(C)=O)C